FC1=CC=C(C=C1)NC(C(C)C1=NC=2CCCN(C2C=C1)C(C1=CC(=CC=C1)S(=O)(=O)C)=O)=O N-(4-Fluorophenyl)-2-(5-(3-(methylsulfonyl)benzoyl)-5,6,7,8-tetrahydro-1,5-naphthyridin-2-yl)propanamid